N,N-diglycidyl-o-ethylaniline C(C1CO1)N(C1=C(C=CC=C1)CC)CC1CO1